17-(1H-benzimidazol-1-yl)androsta-5,16-diene N1(C=NC2=C1C=CC=C2)C=2[C@]1(C)[C@@H](CC2)[C@@H]2CC=C3CCCC[C@]3(C)[C@H]2CC1